S-Isopropyl (S)-3-cyclopropyl-2-(2-((S)-1-(2,3-difluorobenzyl)-5-thioxopyrrolidin-2-yl)ethanethioamido)propanethioate C1(CC1)C[C@@H](C(SC(C)C)=O)NC(C[C@H]1N(C(CC1)=S)CC1=C(C(=CC=C1)F)F)=S